The molecule is a hydroxy monocarboxylic acid anion that is the conjugate base of 3-hydroxy-5,9,17-trioxo-4,5:9,10-disecoandrosta-1(10),2-dien-4-oic acid. It is a 6-oxo monocarboxylic acid anion and a hydroxy monocarboxylic acid anion. It is a conjugate base of a 3-hydroxy-5,9,17-trioxo-4,5:9,10-disecoandrosta-1(10),2-dien-4-oic acid. C/C(=C/C=C(\\C(=O)O)/[O-])/C(=O)CC[C@H]1[C@@H]2CCC(=O)[C@]2(CCC1=O)C